Neopentandiamin C(C(C)(C)C)(N)N